C(CCCCCCCCCCC)C1=C(C=CC=C1)B(O)O n-dodecylphenylboronic acid